N1=C(N=CC=C1)CCN(C=O)CC1=NC=C(C=C1)C(F)(F)F N-(pyrimidin-2-ylethyl)-N-{[5-(trifluoromethyl)(2-pyridyl)]methyl}formamide